C(C1=CC=CC=C1)N1CC(N2C1=C(C(=C(C2=O)Cl)CC=2C=CC=C1C=CN=CC21)C2=CC(=CC=C2)C(F)(F)F)C(=O)O 1-benzyl-6-chloro-7-(isoquinolin-8-ylmethyl)-5-oxo-8-(3-(trifluoromethyl)phenyl)-1,2,3,5-tetrahydroimidazo[1,2-a]pyridine-3-carboxylic acid